FC=1C=C(C=CC1N1CCN(CC1)CC(C)C)C1=NC=NC2=CC=C(C=C12)C1=CC(=NC=C1)N 4-(4-(3-fluoro-4-(4-isobutylpiperazin-1-yl)phenyl)quinazolin-6-yl)pyridin-2-amine